CC(CO)CCCCCCCCCCCC(CC)(O)C 2,14-dimethyl-1,14-hexadecanediol